CS(=O)(=O)OC1=CC=CC=2COC(OCC21)C=2N=C(SC2)C2CCN(CC2)C(CN2N=C(C=C2C(Cl)Cl)C(Cl)Cl)=O 4-[4-(6-methylsulfonyloxy-1,5-dihydro-3H-2,4-benzodioxepin-3-yl)-2-thiazolyl]-1-[2-[3,5-bis(dichloromethyl)-1H-pyrazol-1-yl]acetyl]piperidine